2-(difluoromethyl)-3-fluoropyridine FC(C1=NC=CC=C1F)F